C(C(C)C)[C@H]1C(N(CCN1)[C@H](C(=O)N1CCC(CC1)CC(=O)OC1CCCCC1)CC(C)C)=O Cyclohexyl (1-{(S)-2-[(S)-3-isobutyl-2-oxo-1-piperazinyl]-4-methylvaleryl}-4-piperidyl)acetate